C(#N)C1=CC(=C(OCC2=C(C=CC(=N2)OC2CCN(CC2)CC2=NC3=C(N2C[C@H]2OCC2)C=C(C=C3)C(=O)OC)F)C=C1)F methyl (S)-2-((4-((6-((4-cyano-2-fluorophenoxy)methyl)-5-fluoropyridin-2-yl)oxy)piperidin-1-yl)methyl)-1-(oxetan-2-ylmethyl)-1H-benzo[d]imidazole-6-carboxylate